ClC1=CC=C(C=N1)N/C=C(/C(=O)OCC)\C#N Ethyl (2E)-3-[(6-chloropyridin-3-yl)amino]-2-cyanoprop-2-enoate